F[C@@H]1C[C@H](N(C1)C(CN1C(OC(=N1)C)=O)=O)C(=O)N[C@H](C1=NC=C(C=C1)C(C)C)C1=CC=CC=C1 (2S,4R)-4-fluoro-1-[2-(5-methyl-2-oxo-2,3-dihydro-1,3,4-oxadiazol-3-yl)acetyl]-N-[(S)-phenyl[5-(propan-2-yl)pyridin-2-yl]methyl]pyrrolidine-2-carboxamide